CC1=NC=CC(=C1)C1=C(N(C2=C1C=C1C=NNC1=C2)C2=CC=C(C(=O)O)C=C2)C2CCOCC2 4-[5-(2-Methyl-4-pyridinyl)-6-tetrahydropyran-4-yl-1H-pyrrolo[3,2-f]indazol-7-yl]benzoic acid